8-bromo-N-[(4S)-3,4-dihydro-2H-chromen-4-yl]-7-fluoro-4-(3-oxocyclobutyl)quinoline-3-carboxamide tungsten-manganese-copper-silicon [Si].[Cu].[Mn].[W].BrC=1C(=CC=C2C(=C(C=NC12)C(=O)N[C@H]1CCOC2=CC=CC=C12)C1CC(C1)=O)F